ClC=1C(=NC=CN1)OCC(=O)N1CCC(CC1)C=1SC=C(N1)C1=NOC(C1)C1=C(C=CC=C1F)F 2-((3-chloropyrazin-2-yl)oxy)-1-(4-(4-(5-(2,6-difluorophenyl)-4,5-dihydroisoxazol-3-yl)thiazol-2-yl)piperidin-1-yl)ethan-1-one